ClC1=NC=C(C=C1NS(=O)(=O)C1=C(C=CC=C1F)F)C=1C=C2C(=NC=NC2=CC1)N1CCN(CC1)C(\C=C\C(C)=O)=O (E)-N-(2-chloro-5-(4-(4-(4-oxopent-2-enoyl)piperazin-1-yl)quinazolin-6-yl)pyridin-3-yl)-2,6-difluoro-benzene-sulfonamide